ClC=1C=CN(C1C#N)S(=O)(=O)C1=CC=C(C)C=C1 4-chloro-5-cyano-1-p-toluenesulfonyl-1H-pyrrole